(1-benzyl-1H-1,2,3-triazol-4-yl)methanol tert-butyl-(2-(2-(3-((2-((6-methoxypyridazin-3-yl)carbamoyl)-5-nitrophenyl)amino)-3-oxopropoxy)ethoxy)ethyl)carbamate C(C)(C)(C)N(C(=O)OCC=1N=NN(C1)CC1=CC=CC=C1)CCOCCOCCC(=O)NC1=C(C=CC(=C1)[N+](=O)[O-])C(NC=1N=NC(=CC1)OC)=O